CCCCC(C(=O)O)N=[N+]=[N-] azidohexanoic acid